FC(C1=CC=CC(=N1)CN1CCC(CC1)[C@H](C(=O)O)CC)(F)F |r| (±)-2-(1-((6-(Trifluoromethyl)pyridin-2-yl)methyl)piperidin-4-yl)butanoic Acid